C(CC)P(O)(O)=O n-propyl-phosphonic acid